2-allyl-1-(6-(2-hydroxypropan-2-yl)pyridin-2-yl)-6-((4-methyl-3,4-dihydro-2H-benzo[B][1,4]oxazin-6-yl)amino)-1,2-dihydro-3H-pyrazolo[3,4-d]pyrimidin-3-one C(C=C)N1N(C2=NC(=NC=C2C1=O)NC1=CC2=C(OCCN2C)C=C1)C1=NC(=CC=C1)C(C)(C)O